C(C)(C)(C)OC(=O)N1CC(OCC1)COC=1C(N(C2=CC=C(C=C2C1)[N+](=O)[O-])C)=O 2-(((1-Methyl-6-nitro-2-oxo-1,2-dihydroquinolin-3-yl)oxy)methyl)morpholine-4-carboxylic acid tert-butyl ester